4-benzenediheptanol C1(=CC=C(C=C1)CCCCCCCO)CCCCCCCO